2,6-Dichloro-3-{[(2,2-dimethylpropionyl)amino]methyl}-N-[1-(6-methylpyridazin-3-yl)-1H-indazol-4-yl]benzamide ClC1=C(C(=O)NC2=C3C=NN(C3=CC=C2)C=2N=NC(=CC2)C)C(=CC=C1CNC(C(C)(C)C)=O)Cl